4-((3-(5-Cyclopropyl-1,3,4-oxadiazol-2-yl)phenyl)((4-(4-methoxy-3-methylphenyl)bicyclo[2.2.2]octan-1-yl)methyl)carbamoyl)cyclohexyl trans-3-hydroxyazetidine-1-carboxylate OC1CN(C1)C(=O)OC1CCC(CC1)C(N(CC12CCC(CC1)(CC2)C2=CC(=C(C=C2)OC)C)C2=CC(=CC=C2)C=2OC(=NN2)C2CC2)=O